(3R)-N-(cyclopropylmethyl)-1-(6-(1-(1-(5-cyclopropylpyridin-3-yl)-1H-pyrazol-4-yl)ethyl)pyridin-3-yl)piperidin-3-amine C1(CC1)CN[C@H]1CN(CCC1)C=1C=NC(=CC1)C(C)C=1C=NN(C1)C=1C=NC=C(C1)C1CC1